C(C)(C)(C)OC(=O)N1CCC(CC1)C1=CC(=C(C=C1)NC1CCN(CC1)C)O.CN1CCC(CC1)N1C(OC2=C1C=CC(=C2)C2CCN(CC2)C(=O)NCCCCC2=CC=CC=C2)=O 4-[3-(1-Methyl-4-piperidyl)-2-oxo-1,3-benzoxazol-6-yl]-N-(4-phenylbutyl)piperidine-1-carboxamide tert-Butyl-4-[3-hydroxy-4-[(1-methyl-4-piperidyl)amino]phenyl]piperidine-1-carboxylate